tert-butyl (R)-3-((8-methylquinolin-4-yl)amino)pyrrolidine-1-carboxylate CC=1C=CC=C2C(=CC=NC12)N[C@H]1CN(CC1)C(=O)OC(C)(C)C